ClC1=NC=CC(=C1)C1=CC=2C(N(CCC2N1)C(=O)OC(C)(C)C)=O tert-butyl 2-(2-chloropyridin-4-yl)-4-oxo-1,4,6,7-tetrahydro-5H-pyrrolo[3,2-c]pyridine-5-carboxylate